BrC=1C=NN(C1C1=C(C#N)C(=CC(=C1F)Cl)N1CC(C1)(F)F)C 2-(4-bromo-1-methyl-1H-pyrazol-5-yl)-4-chloro-6-(3,3-difluoroazetidin-1-yl)-3-fluorobenzonitrile